sebacic acid disodium salt [Na+].[Na+].C(CCCCCCCCC(=O)[O-])(=O)[O-]